(R)-2-amino-2-methylhexanoic acid hydrochloride Cl.N[C@@](C(=O)O)(CCCC)C